N-methyldiallylmethylamine CNC(CC=C)CC=C